FC=1C=CC(=NC1)C(F)(F)F 5-fluoro-2-(trifluoromethyl)pyridine